trans-4-((4-bromophenyl)sulfonyl)cyclohexan-1-amine BrC1=CC=C(C=C1)S(=O)(=O)[C@@H]1CC[C@H](CC1)N